CN1C=CC2=CC(=CC=C12)C=1C=C2C=3CCCCC3N(C2=CC1)[C@H](C)C1=CC=CC=C1 6-(1-methyl-1H-indol-5-yl)-N-((R)-1-phenylethyl)-2,3,4,9-tetrahydro-1H-carbazol